O[C@H](CO)C1=NC(=CC(=C1)N[C@H](C(=O)N)C)C1=CC=C(C=C1)OC1=CC=C(C=C1)F (S)-2-((2-((S)-1,2-Dihydroxyethyl)-6-(4-(4-fluorophenoxy)phenyl)pyridin-4-yl)amino)propanamid